3-bromo-1-tosyl-1H-pyrrolo[2,3-b]pyridine BrC1=CN(C2=NC=CC=C21)S(=O)(=O)C2=CC=C(C)C=C2